FC1=C(C=C(OC2(CCC2)N)C=C1)C(F)(F)F (4-fluoro-3-(trifluoromethyl)phenoxy)cyclobutan-1-amine